C[C@](N)(CC(C)C)C(=O)O 2-Methyl-L-leucine